(S)-2-methyl-N-(pyrrolidin-3-yl)-5-((4-(trifluoromethyl)benzyl)oxy)benzofuran-3-carboxamide CC=1OC2=C(C1C(=O)N[C@@H]1CNCC1)C=C(C=C2)OCC2=CC=C(C=C2)C(F)(F)F